3-(9-((4-(aminomethyl)-2,6-dimethylphenyl)carbamoyl)-4,5-dihydrobenzo[b]thieno[2,3-d]oxepin-8-yl)-6-((cyclohexylmethyl)carbamoyl)picolinic acid NCC1=CC(=C(C(=C1)C)NC(=O)C1=CC2=C(OCCC3=C2SC=C3)C=C1C=1C(=NC(=CC1)C(NCC1CCCCC1)=O)C(=O)O)C